1-(((3S)-1-((3-(3-methyl-1,2,4-oxadiazol-5-yl)-1-azetidinyl)sulfonyl)-3-piperidinyl)carbonyl)-N-(4-(trifluoromethyl)benzyl)-D-prolinamide CC1=NOC(=N1)C1CN(C1)S(=O)(=O)N1C[C@H](CCC1)C(=O)N1[C@H](CCC1)C(=O)NCC1=CC=C(C=C1)C(F)(F)F